BrCC=1C=C(C=CC1)C1C(NC(CC1)=O)=O 3-[3-(bromomethyl)phenyl]piperidine-2,6-dione